N-[2-[[(2S)-2-amino-3-carbamimidamidopropanoyl]amino]ethyl]-2-chloro-4-[[3-[3-(trifluoromethyl)-1H-pyrazol-4-yl]imidazo[1,2-a]pyrazin-8-yl]amino]benzamide formate C(=O)O.N[C@H](C(=O)NCCNC(C1=C(C=C(C=C1)NC=1C=2N(C=CN1)C(=CN2)C=2C(=NNC2)C(F)(F)F)Cl)=O)CNC(=N)N